1-(4,6-diphenyl-1,3,5-triazin-2-yl)-1H-indole C1(=CC=CC=C1)C1=NC(=NC(=N1)C1=CC=CC=C1)N1C=CC2=CC=CC=C12